N[C@@H](C(=O)NC1=CC=C(C=C1)Br)CC1=CC=CC=C1 (R)-2-amino-3-phenyl-N-(4-bromophenyl)-propionamide